ClC=1C(N(C(=CC1O)C)C1=CC(=NC=C1Cl)N1N=C(C=C1)C(C)(C)O)=O 3,5'-Dichloro-4-hydroxy-2'-(3-(2-hydroxypropan-2-yl)-1H-pyrazol-1-yl)-6-methyl-2H-[1,4'-bipyridin]-2-one